C(C)(C)NC(O[C@H]1C[C@H](CC1)C1=CC(=NN1)NC(=O)C1CC2=C(C=C(C(=C2C1)C=O)OCC1=CC=C(C=C1)OC)OC)=O (1R,3S)-3-(3-(4-formyl-7-methoxy-5-((4-methoxybenzyl)oxy)-2,3-dihydro-1H-indene-2-carboxamido)-1H-pyrazol-5-yl)cyclopentyl isopropylcarbamate